amylperoxypivalate C(CCCC)CC(C(=O)O[O-])(C)C